N-(4'-((2-(methylsulfonyl)phenyl)amino)-[2,3'-bipyridin]-6'-yl)acetamide CS(=O)(=O)C1=C(C=CC=C1)NC1=C(C=NC(=C1)NC(C)=O)C1=NC=CC=C1